FC1(CC(C1)C(O)C1=CC=2C(=NC(=CC2)C=2C=C3C(=NC2)N(N=N3)C)S1)F (3,3-difluorocyclobutyl)(6-(3-methyl-3H-[1,2,3]triazolo[4,5-b]pyridin-6-yl)thieno[2,3-b]pyridin-2-yl)methanol